2-chloro-4-[[3-[1-(2-cyanoethyl)-3-(trifluoromethyl)pyrazol-4-yl]imidazo[1,2-a]pyrazin-8-yl]amino]-N-methylbenzamide ClC1=C(C(=O)NC)C=CC(=C1)NC=1C=2N(C=CN1)C(=CN2)C=2C(=NN(C2)CCC#N)C(F)(F)F